4-([1,4'-bipiperidin]-1'-yl)-N-(2-(diethylamino)ethyl)-3-((4-methoxyphenyl)sulfonyl)quinoline-6-carboxamide N1(CCCCC1)C1CCN(CC1)C1=C(C=NC2=CC=C(C=C12)C(=O)NCCN(CC)CC)S(=O)(=O)C1=CC=C(C=C1)OC